[Cl-].CON O-methyl-Hydroxylamine chloride salt